FC(C(=O)O)(F)F.N[C@H](C(=O)N1CC(C1)(F)F)C (S)-2-amino-1-(3,3-difluoroazetidin-1-yl)propan-1-one trifluoroacetate salt